CC1=NC=C(C(=C1)C1=C2CCN(C(C2=CC(=C1)CCN(C)CCO)=O)[C@@H](C)C1=NC=C(C#N)C(=C1)OCC)C (S)-6-(1-(5-(2,5-dimethylpyridin-4-yl)-7-(2-((2-hydroxyethyl)(methyl)amino)ethyl)-1-oxo-3,4-dihydroisoquinolin-2(1H)-yl)ethyl)-4-ethoxynicotinonitrile